γ-propynyl-proline C(#CC)C1C[C@H](NC1)C(=O)O